R-[5-(3-fluorophenyl)-2-[3-methyl-6-(trifluoromethyl)imidazo[4,5-b]pyridin-2-yl]-3-pyridyl]-imino-methyl-oxo-λ6-sulfane FC=1C=C(C=CC1)C=1C=C(C(=NC1)C1=NC=2C(=NC=C(C2)C(F)(F)F)N1C)[S@](=O)(C)=N